(1S,2S)-2-fluoro-N-(5-(4,4,5,5-tetramethyl-1,3,2-dioxaborolan-2-yl)pyrazolo[1,5-a]pyridin-2-yl)cyclopropane-1-carboxamide F[C@@H]1[C@@H](C1)C(=O)NC1=NN2C(C=C(C=C2)B2OC(C(O2)(C)C)(C)C)=C1